(2R,3S,4S,5R)-4-[[3-[2-(Difluoromethoxy)-4-fluorophenyl]-4,5-dimethyl-5-(trifluoromethyl)tetrahydrofuran-2-carbonyl]amino]-N-methyl-pyridin-2-carboxamid FC(OC1=C(C=CC(=C1)F)[C@H]1[C@@H](O[C@]([C@H]1C)(C(F)(F)F)C)C(=O)NC1=CC(=NC=C1)C(=O)NC)F